IC=1C=C2C(=CC=NC2=CC1)NC1=CC(=CC(=C1)OC1CCOCC1)OC 6-Iodo-N-(3-methoxy-5-((tetrahydro-2H-pyran-4-yl)oxy)phenyl)quinolin-4-amine